3-hydroxy-8-((tetrahydrofuran-2-yl)methoxy)-6H-benzo[c]chromen-6-one OC1=CC=C2C3=C(C(OC2=C1)=O)C=C(C=C3)OCC3OCCC3